C(C)(C)(C)OC(C[C@@H](C(=O)N1[C@@H](CCC1)C(=O)OCC1=CC=CC=C1)NC(=O)OC(C)(C)C)=O benzyl (2S)-1-[(2S)-4-tert-butoxy-2-(tert-butoxycarbonylamino)-4-oxo-butanoyl]pyrrolidine-2-carboxylate